tert-butyl ((1r,3r)-3-((8-cyanoquinolin-5-yl)oxy)-2,2,4,4-tetramethylcyclobutyl)carbamate C(#N)C=1C=CC(=C2C=CC=NC12)OC1C(C(C1(C)C)NC(OC(C)(C)C)=O)(C)C